[Br-].C(=C)N1CN(C=C1)C 1-vinyl-3-methyl-imidazole bromide